p-Mentha-1,4(8)-dien C1(=CCC(CC1)=C(C)C)C